benzyl (2S)-2-[tert-butoxycarbonyl (methyl) amino]-3-methyl-butyrate C(C)(C)(C)OC(=O)N([C@H](C(=O)OCC1=CC=CC=C1)C(C)C)C